[4,4-diethyl-1-[[3-fluoro-5-[[(1R,2R)-2-hydroxyindan-1-yl]carbamoyl]phenyl]methyl]-5-methyl-6-oxo-hexahydropyrimidin-2-ylidene]ammonium C(C)C1(NC(N(C(C1C)=O)CC1=CC(=CC(=C1)C(N[C@H]1[C@@H](CC2=CC=CC=C12)O)=O)F)=[NH2+])CC